C(CCCCCCCCCC=CCCCCCCCC)(=O)OCCCCCCCCCCCCCCCCCCCCCCCCCCCCCCCCCC(C)C 34-methylpentatriacontyl eicos-11-enoate